N=1N=CN(C1)C1=CC=NC=C1 4-(4H-1,2,4-triazole-4-yl)pyridine